ClC1=CC(=C(C=C1C#N)NS(=O)(=O)C=1C=C(C(=O)O)C=CC1C1CC1)O[C@H]1[C@@H](CCC1)OC 3-(N-(4-chloro-5-cyano-2-(((1R,2R)-2-methoxycyclopentyl)oxy)phenyl)sulfamoyl)-4-cyclopropylbenzoic acid